C(CCC)OC[C@H]1N(CC(CC1)C1=CC=C(C=C1)C(F)(F)F)C1=CC=C(C#N)C=C1 4-((2S)-2-(butoxymethyl)-5-(4-(trifluoromethyl)phenyl)piperidin-1-yl)benzonitrile